(R)-(3-aminopiperidin-1-yl)(2-(1-(cyclopropylmethyl)-5-hydroxy-1H-indol-2-yl)-1-methyl-1H-benzo[d]imidazol-5-yl)methanone N[C@H]1CN(CCC1)C(=O)C1=CC2=C(N(C(=N2)C=2N(C3=CC=C(C=C3C2)O)CC2CC2)C)C=C1